[N+](=O)([O-])C1=CC(=NN1COCC[Si](C)(C)C)C(=O)OC methyl 5-nitro-1-((2-(trimethylsilyl) ethoxy) methyl)-1H-pyrazole-3-carboxylate